P(=O)([O-])([O-])C1=CC=C(C=C1)C=1C2=CC=CC=C2C(=C2C=CC=CC12)C1=CC=C(C=C1)P(=O)([O-])[O-] 9,10-bis(p-phosphonatophenyl)anthracene